ClC1=C(C=CC(=C1)Cl)N1C(=NN=C1S)CCCCO 4-(4-(2,4-dichlorophenyl)-5-mercapto-4H-1,2,4-triazol-3-yl)butan-1-ol